FC(OC1=CC=C(C=C1)N1CC[C@@H]2CN(CC[C@@H]21)C2=C(C(N(C1=CC=C(N=C21)Cl)C)=O)C#N)(F)F 4-[(3aR,7aS)-1-[4-(trifluoromethoxy)phenyl]-octahydro-1H-pyrrolo[3,2-c]pyridin-5-yl]-6-chloro-1-methyl-2-oxo-1,2-dihydro-1,5-naphthyridine-3-carbonitrile